tert-butyl (6-formylpyridin-2-yl)carboxylate C(=O)C1=CC=CC(=N1)C(=O)OC(C)(C)C